N-[1-(1-cyanoethyl)-3-(difluoromethyl)-1H-pyrazol-4-yl]-2-(1H-pyrazol-4-yl)-1,3-thiazole-4-carboxamide C(#N)C(C)N1N=C(C(=C1)NC(=O)C=1N=C(SC1)C=1C=NNC1)C(F)F